OC=1C=C(C=CC1OC)/C=C/C(=O)C1=C(C=C(C=C1OC)O[C@H]1O[C@H]([C@H]([C@H]([C@H]1O)O)O)CO[C@H]1OC[C@H](CC1)O)O (E)-3-(3-Hydroxy-4-methoxyphenyl)-1-[2-hydroxy-6-methoxy-4-[(2R,3R,4R,5S,6S)-3,4,5-trihydroxy-6-[[(2R,5S)-5-hydroxyoxan-2-yl]oxymethyl]oxan-2-yl]oxyphenyl]prop-2-en-1-one